Methyl 4-((6-bromo-3-fluoropyridin-2-yl)methyl)-1-(1-(3-chloro-2-fluorophenyl)cyclopropyl)-2-methylpiperidine-4-carboxylate BrC1=CC=C(C(=N1)CC1(CC(N(CC1)C1(CC1)C1=C(C(=CC=C1)Cl)F)C)C(=O)OC)F